C1CCC2=C(C=3CCCC3C=C12)NC(=O)N=S(=O)(N)C=1C=NN(C1)C N'-((1,2,3,5,6,7-hexahydro-s-indacen-4-yl)carbamoyl)-1-methyl-1H-pyrazole-4-sulfonimidamide